1-[1-{4-chloro-4'-[4-(2-methylpropyl) piperazin-1-yl] [1,1'-biphenyl]-2-yl} piperidin-3-yl]-5-(trifluoromethyl)-1H-pyrazole-4-carboxylate ClC1=CC(=C(C=C1)C1=CC=C(C=C1)N1CCN(CC1)CC(C)C)N1CC(CCC1)N1N=CC(=C1C(F)(F)F)C(=O)[O-]